C(C)(C)(C)OOC(C)(C)C1=CC=C(C=C1)C(C)(C)OOC(C)(C)C 1,4-bis(tert-butylperoxyisopropyl)-benzene